COC1N(C2=CC=CC=C2C1(C)OC)C(C)=O 1-(2,3-dimethoxy-3-methylindol-1-yl)ethan-1-one